ClC=1C=C(C=CC1Cl)NC(CCCCCCC)=O N-(3,4-dichlorophenyl)octanoamide